N1C(=NC2=C1C=CC=C2)C2=CC(=NN2CC2=CC=C(C=C2)OC)NC(=O)C=2C=NC(=CC2)N2CCOCC2 N-[5-(1H-benzimidazol-2-yl)-1-[(4-methoxyphenyl)-methyl]pyrazol-3-yl]-6-morpholino-pyridine-3-carboxamide